FC=1C(=C(C=CC1)C=1C=C2C(=NN1)NC[C@@H]1N2C[C@@H](C1)C(=O)O)O (6aR,8R)-2-(3-fluoro-2-hydroxyphenyl)-5,6,6a,7,8,9-hexahydropyrrolo-[1',2':4,5]pyrazino[2,3-c]pyridazine-8-carboxylic acid